2,5-dimethyl-7-trifluoromethyl-3,4-dihydro-2H-pyrano[2,3-b]quinoline CC1CCC=2C(=NC3=CC=C(C=C3C2C)C(F)(F)F)O1